C1(CCCC1)N1N=C(C=C1C1=C(C=CC=C1)C(F)(F)F)C(=O)N[C@H](CC(=O)O)CCN1CC(CC1)(F)F (3S)-3-({1-cyclopentyl-5-[2-(trifluoromethyl)phenyl]-1H-pyrazol-3-yl}formamido)-5-(3,3-difluoropyrrolidin-1-yl)pentanoic acid